CC(CCCC(C)O)O heptane-2,6-diol